C(#N)C1=CC(=C2CCN(C2=C1)S(=O)(=O)C1=C2C=CNC(C2=CC=C1)=O)NC(C)=O N-[6-cyano-1-[(1-oxo-2H-isoquinolin-5-yl)sulfonyl]indolin-4-yl]acetamide